C(NC(=O)NC1N(C(NC1=O)=O)CO)NC(=O)NC1N(C(NC1=O)=O)CO N,N''-Methylenebis[N'-[3-(hydroxymethyl)-2,5-dioxoimidazolidin-4-yl]urea]